OCC1=NC(=CC2=C1NC1=CC=CC=C21)C(=O)O 1-(hydroxymethyl)-9H-pyrido[3,4-b]indole-3-carboxylic acid